CC=1C=C(C(=O)OOC(C2=CC=CC=C2)=O)C=CC1 benzoyl (3-methylbenzoyl) peroxide